CC(CCCCCCCCCCCCCCCOC1=NC(=NC(=N1)OCCCCCCCCCCCCCCCC(C)C)N)C 4,6-bis((16-methylheptadecyl)oxy)-1,3,5-triazin-2-amine